O=C1NC(CCC1N1C(C2=CC=CC=C2C1)=O)=O 2-(2,6-dioxo-3-piperidyl)-1-oxo-isoindolin